N-(2-(5-chloro-2-((5-cyanopyridin-3-yl)methoxy)-4-(3-(1-(3-(4-hydroxypiperidine-1-yl)propyl)indoline-4-yl)-2-methylbenzyloxy)benzylamino)ethyl)acetamide ClC=1C(=CC(=C(CNCCNC(C)=O)C1)OCC=1C=NC=C(C1)C#N)OCC1=C(C(=CC=C1)C1=C2CCN(C2=CC=C1)CCCN1CCC(CC1)O)C